7-(2-bromoethoxy)-5-hydroxy-8-methoxy-2-phenylquinolin-4(1H)-one BrCCOC1=CC(=C2C(C=C(NC2=C1OC)C1=CC=CC=C1)=O)O